FC1(CC2CNC1C2)F 6,6-difluoro-2-azabicyclo[2.2.1]heptane